(S)-2-(bis(4-methoxybenzyl)amino)-4-((1-methoxypentan-2-yl)amino)pyrido[4,3-d]pyrimidin-5(6H)-one COC1=CC=C(CN(C=2N=C(C3=C(N2)C=CNC3=O)N[C@H](COC)CCC)CC3=CC=C(C=C3)OC)C=C1